3-[4-(2,2-Dimethylpropyl)phenyl]azetidine, trifluoroacetic acid salt FC(C(=O)O)(F)F.CC(CC1=CC=C(C=C1)C1CNC1)(C)C